N2-[4-cyclopropyl-3-(cyclopropylmethoxy)benzoyl]-N-methyl-L-leucinamide C1(CC1)C1=C(C=C(C(=O)N[C@@H](CC(C)C)C(=O)NC)C=C1)OCC1CC1